BrC1C[C@@H](OCC1)C1=CC(=NC=C1)C 4-[(2R)-4-bromotetrahydropyran-2-yl]-2-methyl-pyridine